4-(((3-(trifluoromethyl)pyridin-4-yl)oxy)methyl)piperidine-1-carboxylic acid tert-butyl ester C(C)(C)(C)OC(=O)N1CCC(CC1)COC1=C(C=NC=C1)C(F)(F)F